ortho-azidobenzoic acid N(=[N+]=[N-])C1=C(C(=O)O)C=CC=C1